COCC=C1C[C@@]2(CCC(N2C1)=O)C(=O)OCC ethyl (S)-2-(2-methoxyethylidene)-5-oxotetrahydro-1H-pyrrolizine-7a(5H)-carboxylate